C(C)(=O)OCC(OCC(C)OCCCC)C dipropylene glycol monon-butyl ether acetate